4-(bromomethyl)-1-fluoro-2-nitro-benzene BrCC1=CC(=C(C=C1)F)[N+](=O)[O-]